C(C)OC(=O)C1(CC2=CC=C(C=C2C(C1)C(NC1=CC=CC=C1)=O)OC)C(=O)OCC 6-methoxy-4-(phenylcarbamoyl)-3,4-dihydronaphthalene-2,2(1H)-dicarboxylic acid diethyl ester